COCCN1N=C(N=N1)C1=CC=C(C=C1)CCN 2-(4-(2-(2-methoxyethyl)-2H-tetrazol-5-yl)phenyl)ethylamine